COC=1C=C2C(CCOC2=CC1)CC(=O)OC Methyl 2-(6-methoxychroman-4-yl)acetate